CN1C=NC=C1C1=NC(=NC=C1)C(=O)NC=1C=NC(=CC1)C(F)(F)F 4-(1-methyl-1H-imidazol-5-yl)-N-(6-(trifluoromethyl)pyridin-3-yl)pyrimidine-2-carboxamide